BrCNCCC1=CC(O)=C(O)C=C1 bromomethyldopamine